FC(C(=O)[O-])(F)F.C(CCCCCCC\C=C/CCCCCCCC)NC(CCC(C(NCCCCCCCC\C=C/CCCCCCCC)=O)NC(CCC(=O)NCCSSCC[NH3+])=O)=O 2-[2-[[4-[[4-[[(Z)-octadec-9-enyl]amino]-1-[[(Z)-octadec-9-enyl]carbamoyl]-4-oxo-butyl]amino]-4-oxo-butanoyl]amino]ethyldisulfanyl]ethylammonium trifluoroacetate